C(C)(C)C1=C(NC2=CC=C(C=C12)C1CCN(CC1)C(C)=O)C1=CC(=NC=C1)C 1-(4-(3-isopropyl-2-(2-methylpyridin-4-yl)-1H-indol-5-yl)piperidin-1-yl)ethan-1-one